{4-[bis(2,2-dimethyl-1,3-dioxolan-4-yl)methoxy]butyl}diethylamine CC1(OCC(O1)C(OCCCCN(CC)CC)C1OC(OC1)(C)C)C